2,2-difluoro-6-(6-fluoro-1-methyl-1H-indol-4-yl)-8-(piperidine-1-carbonyl)-2H,5H,6H-[1,3]dioxolo[4,5-g]isoquinolin-5-one FC1(OC=2C(=CC=3C(=CN(C(C3C2)=O)C2=C3C=CN(C3=CC(=C2)F)C)C(=O)N2CCCCC2)O1)F